B(OC1=CC(=CC(=C1)C(F)(F)F)C(F)(F)F)([O-])[O-] 3,5-bis-trifluoromethylphenyl borate